6-{[(tert-butoxy)carbonyl]amino}-4-{[(1S)-2-hydroxy-1-phenylethyl]amino}pyridine-3-carboxylic acid C(C)(C)(C)OC(=O)NC1=CC(=C(C=N1)C(=O)O)N[C@H](CO)C1=CC=CC=C1